FC1=CC=C(C=C1)NC(=O)C1(COC1)C=1N=C2CCCN(C2=CC1)C(=O)OC(C)(C)C tert-butyl 6-(3-((4-fluorophenyl)carbamoyl)oxetan-3-yl)-3,4-dihydro-1,5-naphthyridine-1(2H)-carboxylate